methyl (2R)-5-{4-[2-(2-ethoxyethoxy)ethoxy]phenyl}-2-[(trifluoromethanesulfonyl)oxy]pentanoate C(C)OCCOCCOC1=CC=C(C=C1)CCC[C@H](C(=O)OC)OS(=O)(=O)C(F)(F)F